ClC1=C2CC[C@@]3(CCC=4C(=NC(=NC4[C@H]3F)SC)Cl)C2=CC=C1 |r| rac-(1R,8's)-4,4'-dichloro-8'-fluoro-2'-(methylsulfanyl)-2,3,5',8'-tetrahydro-6'H-spiro[indene-1,7'-quinazoline]